3-(3-nitrophenyl)propanoate [N+](=O)([O-])C=1C=C(C=CC1)CCC(=O)[O-]